5-(5-(3-Chloro-4-hydroxyphenyl)-1H-indazol-1-yl)-2-fluoro-3-(trifluoromethyl)phenol ClC=1C=C(C=CC1O)C=1C=C2C=NN(C2=CC1)C=1C=C(C(=C(C1)O)F)C(F)(F)F